C1(CC1)NS(=O)(=O)C=1C=NC2=CC(=CC(=C2C1NC=1SC=C(N1)C(=O)O)F)C=1C(=NC(=NC1)OC)OC 2-((3-(N-cyclopropylaminosulfonyl)-7-(2,4-dimethoxypyrimidin-5-yl)-5-fluoroquinolin-4-yl)amino)thiazole-4-carboxylic acid